C1(=CC=CC=C1)C1=C(C(=O)NC2=CC(=CC=C2)C(F)(F)F)C=CC=C1 phenyl-N-(3-(trifluoromethyl)phenyl)benzamide